C(C)O[C@H]1C[C@H](N(CC1)CC1=C2C=CNC2=C(C=C1OC)C)C1=CC=C(C(=O)N2[C@@H](CCC2)C(=O)O)C=C1 (4-((2s,4r)-4-ethoxy-1-((5-methoxy-7-methyl-1H-indol-4-yl)methyl)piperidin-2-yl)benzoyl)proline